FC(C(=O)O)(F)F.CC1=CC(=NC(=C1)N1CC2N(CCC2C1)C)N1CC2(C=3C=NC(=CC31)NC(C)=O)CC2 N-(1'-(4-methyl-6-(1-methylhexahydropyrrolo[3,4-b]pyrrol-5(1H)-yl)pyridin-2-yl)-1',2'-dihydrospiro[cyclopropane-1,3'-pyrrolo[3,2-c]pyridin]-6'-yl)acetamide trifluoroacetate